C1(CC1)C=1C(=C2C=NNC2=CC1)CNC(C1=C(C=CC=C1)OC)=O N-((5-cyclopropyl-1H-indazol-4-yl)methyl)-methoxybenzamide